N-((3R,4R)-3-fluoro-1-(oxetan-3-yl)piperidin-4-yl)-4-methoxy-5-(quinolin-6-yl)pyrrolo[2,1-f][1,2,4]triazin-2-amine F[C@@H]1CN(CC[C@H]1NC1=NN2C(C(=N1)OC)=C(C=C2)C=2C=C1C=CC=NC1=CC2)C2COC2